Hydroxyurea thiocarbamate C(N)(O)=S.ONC(=O)N